α-[2-(4-chlorophenyl)ethyl]-α-phenyl-1H-1,2,4-triazole-1-propanenitrile ClC1=CC=C(C=C1)CCC(C#N)(CN1N=CN=C1)C1=CC=CC=C1